CN(P(OC[C@@H]1CN(C[C@@H](O1)N1C2=NC(=NC(=C2N=C1)O[C@H](CC#N)C)NC(C(C)C)=O)C(C1=CC=CC=C1)(C1=CC=CC=C1)C1=CC=CC=C1)(=O)Cl)C ((2S,6R)-6-(6-(((S)-1-cyanopropan-2-yl)oxy)-2-isobutyramido-9H-purin-9-yl)-4-tritylmorpholin-2-yl)methyl dimethylphosphoramidochloridate